benzo[f][1,4]thiazepin S1C=CN=CC2=C1C=CC=C2